1-(7-(2-aminobenzo[d]-thiazol-4-yl)-6-chloro-8-fluoro-2-(((S)-1-methyl-pyrrolidin-2-yl)methoxy)-quinazolin-4-yl)azepan-4-ol NC=1SC2=C(N1)C(=CC=C2)C2=C(C=C1C(=NC(=NC1=C2F)OC[C@H]2N(CCC2)C)N2CCC(CCC2)O)Cl